C1(CC1)N1N=CC(=C1)[C@@H]1OCC[C@@H](C1)C1=CC=2C(=NC(=C(N2)C)C)C(=N1)C1=C(C=C(C=C1)F)F 7-[(2R,4S)-2-(1-cyclopropylpyrazol-4-yl)tetrahydropyran-4-yl]-5-(2,4-difluorophenyl)-2,3-dimethyl-pyrido[3,4-b]pyrazine